2,3,5-trifluorophenyl isocyanate FC1=C(C=C(C=C1F)F)N=C=O